NC=1C2=C(N=CN1)N(C=C2C2=CC=C(C1=C2CC(O1)C)NC(=O)NC1=CC(=C(C=C1)OC1CCN(CC1)C)C(F)(F)F)C1CC1 1-(4-(4-AMINO-7-CYCLOPROPYL-7H-PYRROLO[2,3-D]PYRIMIDIN-5-YL)-2-METHYL-2,3-DIHYDROBENZOFURAN-7-YL)-3-(4-((1-METHYLPIPERIDIN-4-YL)OXY)-3-(TRIFLUOROMETHYL)PHENYL)UREA